NCC1=CC2=C(N(C(=N2)CN2C(C3(C4=C(C=C(C=C24)F)F)CCCC3)=O)CCCC(F)(F)F)C=C1 1'-((5-(aminomethyl)-1-(4,4,4-trifluorobutyl)-1H-benzo[d]imidazol-2-yl)methyl)-4',6'-difluorospiro[cyclopentane-1,3'-indol]-2'-one